2-[3,5-difluoro-N-(oxetane-3-carbonyl)anilino]-5-methyl-N-[(3S)-spiro[3.4]octan-3-yl]-thiazole-4-carboxamide FC=1C=C(N(C(=O)C2COC2)C=2SC(=C(N2)C(=O)N[C@H]2CCC23CCCC3)C)C=C(C1)F